[P@@](O[C@@H]1[C@H](O[C@H](C1)N1C(NC(C(=C1)C)=O)=O)CO[Si](C)(C)C(C)(C)C)(O)(F)=S O-((2R,3S,5R)-2-(((tert-butyldimethylsilyl)oxy)methyl)-5-(5-methyl-2,4-dioxo-3,4-dihydropyrimidin-1(2H)-yl)tetrahydrofuran-3-yl) O-hydrogen (S)-phosphorofluoridothioate